4-(3-chlorophenyl)-2-(4-nitrophenoxy)-1,3,2-dioxaphosphorinane 2-oxide ClC=1C=C(C=CC1)C1OP(OCC1)(OC1=CC=C(C=C1)[N+](=O)[O-])=O